C(=O)C1CC(CCC1)NC(OC(C)(C)C)=O tert-butyl N-(3-formylcyclohexyl)carbamate